carbamic acid tert-butyl ester formate C(=O)O.C(C)(C)(C)OC(N)=O